2,5-dimethyloxazoline CC=1OC(CN1)C